C1(=C(C=CC=C1)C=1N=NNC1)C=CC1=CC=CC=C1 Stilbenyltriazol